(4-(6-amino-2-fluoro-5-(1-oxo-1,2,3,4-tetrahydroisoquinolin-6-yl)pyridin-3-yl)phenoxy)-2,6-dimethylpiperidine-1-carboxylate NC1=C(C=C(C(=N1)F)C1=CC=C(OC2(N(C(CCC2)C)C(=O)[O-])C)C=C1)C=1C=C2CCNC(C2=CC1)=O